(3aR,5R,7S,7aR)-1-isopropyl-3,3,7-trimethyl-5-(o-tolyl)octahydrobenzo[c]isoxazole C(C)(C)N1OC([C@H]2[C@H]1[C@H](C[C@H](C2)C2=C(C=CC=C2)C)C)(C)C